C(C)[C@H]1NC(N(C1=O)C=1C=CC(=NC1)OC1=CC(=C(C#N)C=C1)OC)=O 4-({5-[(4R)-4-ethyl-2,5-dioxo-1-imidazolidinyl]-2-pyridinyl}oxy)-2-(methyloxy)benzonitrile